N1(C=NC2=C1C=CC=C2)C=2C=C(SC2)C#N 4-(1H-benzo[d]imidazol-1-yl)thiophene-2-carbonitrile